C(C)N([C@@H](C)C(=O)O)[P@](=O)(OC1=CC=CC=C1)CO[C@H]1O[C@H](C(=C1)F)N1C2=NC=NC(=C2N=C1)N.COC1=CC=C(C=C1)S(=O)(=O)NCCCCCCOC1=CC=CC=C1 4-Methoxy-N-(6-phenoxyhexyl)benzenesulfonamide ethyl-((R)-((((2R,5R)-5-(6-amino-9H-purin-9-yl)-4-fluoro-2,5-dihydrofuran-2-yl)oxy)methyl)(phenoxy)phosphoryl)-L-alaninate